C(C)OC(CCC(=O)C1=CC2=C(S1)C=C(C(=C2)OCCCOC=2C=C1CN(CC1=CC2OC)C(CCC(=O)OCC)=O)OCOC)=O ethyl 4-(5-(3-((2-(4-ethoxy-4-oxobutanoyl)-6-(methoxymethoxy) benzo[b]thiophen-5-yl) oxy) propoxy)-6-methoxy isoindolin-2-yl)-4-oxobutanoate